(5S)-N-(1-methyl-2-oxo-2,3,4,5,8,9,10,11-octahydro-1H-[1,3]diazepino[1,2-b]indazol-3-yl)-5-(trifluoromethyl)-4,5,6,7-tetrahydro-1H-indazole-3-carboxamide CN1C(C(CCN2N=C3CCCCC3=C21)NC(=O)C2=NNC=1CC[C@@H](CC21)C(F)(F)F)=O